C(C)(C)NC(COC1=CC(=CC=C1)C1=NC2=CC=CC=C2C(N1)=O)=O N-isopropyl-2-[3-(4-oxo-3,4-dihydroquinazolin-2-yl)phenoxy]acetamide